3-(4-(2-((5-chloro-1-(1-methylcyclopropyl)-1H-pyrazol-4-yl)amino)-6-methylquinazolin-7-yl)piperidin-1-yl)propanenitrile ClC1=C(C=NN1C1(CC1)C)NC1=NC2=CC(=C(C=C2C=N1)C)C1CCN(CC1)CCC#N